CC1=C(C=CC=C1C(F)(F)F)[C@@H](C)NC1=NN=CC2=CC=C(C=C12)OC1CC2CCC(C1)N2C N-((R)-1-(2-methyl-3-(trifluoromethyl)phenyl)ethyl)-7-((8-methyl-8-azabicyclo[3.2.1]octan-3-yl)oxy)phthalazin-1-amine